imidazo[4,5,1-jk]carbazole C1=NC=2C=CC=C3C=4C=CC=CC4N1C23